NCC(=O)N1[C@@H](C[C@H](C1)NC(C1=CC=CC=C1)=O)C(=O)O (2S,4R)-1-(2-aminoacetyl)-4-benzamidopyrrolidine-2-carboxylic acid